CC(C(=O)N[C@@H](CC1=CC=C(C=C1)C)OB(O)O)C(NCC1OCCC1)=O ((1R)-1-(2-methyl-3-oxo-3-(((tetrahydrofuran-2-yl)methyl)amino)propionamido)-2-(p-tolyl)ethyl)boric acid